OC1=CC=C(C=C1)C(C)(C)C1=CC(=CC=C1)C(C)(C)C1=CC=C(C=C1)O 1,3-bis[2-(4-hydroxyphenyl)-2-propyl]-benzene